N-(3-Acetamido-4-methylphenyl)-3-(6-aminopyridin-3-yl)-1-ethyl-1H-indazole-5-carboxamide C(C)(=O)NC=1C=C(C=CC1C)NC(=O)C=1C=C2C(=NN(C2=CC1)CC)C=1C=NC(=CC1)N